C(#N)C1=C(C=CC=C1)SC=1C=2N(C=C(C1)C=1C=NN(C1)[C@H]1CN(CCC1)C(CO)=O)N=CC2C#N (R)-4-((2-cyanophenyl)thio)-6-(1-(1-(2-hydroxyacetyl)piperidin-3-yl)-1H-pyrazol-4-yl)pyrazolo[1,5-a]pyridine-3-carbonitrile